COCC[N-]CCOC di(methyloxyethyl)amide